BrCCO 2-bromoethanol